CO[C@@H]1CCN2CC(CC12C(=O)OC)=C methyl (1R)-1-methoxy-6-methylenetetrahydro-1H-pyrrolizin-7a(5H)-carboxylate